C1=CC=CC=2C3=CC=CC=C3C(C12)COC(NCCOCCOCCOCCOCCC(=O)ON1C(CCC1=O)=O)=O 2,5-dioxopyrrolidin-1-yl 1-(9H-fluoren-9-yl)-3-oxo-2,7,10,13,16-pentaoxa-4-azanonadecan-19-oate